N-(6-bromopyridin-2-yl)-4-fluoropyridine-2-carboxamide BrC1=CC=CC(=N1)NC(=O)C1=NC=CC(=C1)F